5-(thiophen-2-yl)-nicotinamide S1C(=CC=C1)C=1C=NC=C(C(=O)N)C1